N-[(2R)-1,4-Dioxan-2-ylmethyl]-8'-methyl-2'-(pyridin-2-ylmethyl)-2',5'-dihydrospiro[cyclobutan-1,4'-furo[2,3-g]indazol]-7'-carboxamid O1[C@@H](COCC1)CNC(=O)C1=C(C2=C(CC3(C4=CN(N=C24)CC2=NC=CC=C2)CCC3)O1)C